N1CC(=CC2=CN=CC=C12)C(=O)N dihydro-1,6-naphthyridine-3-carboxamide